N',N'-Dimethyl-1,4-cyclohexandiamin CN(C1CCC(CC1)N)C